C(C)O[Si](CCCC(CCCC1=NNC(=N1)SCCCC)C1=NNC(=N1)SCCCC)(OCC)OCC 1-[3-(Triethoxysilyl)propyl]-3,3'-tetramethylenebis(5-butylsulfanyl-1,2,4-triazole)